C(C)(C)(C)[C@@H]1OC=2C(=NC(=C(C2)OCCCOC)OC)C=2N(C(C(=CC21)C(=O)O)=O)C2CC2 (S)-6-(tert-butyl)-10-cyclopropyl-2-methoxy-3-(3-methoxypropoxy)-9-oxo-9,10-dihydro-6H-pyrano[3,2-b:4,5-b']dipyridine-8-carboxylic acid